(S)-1-(4-Methoxy-benzenesulfonyl)-pyrrolidine-2-carboxylic acid COC1=CC=C(C=C1)S(=O)(=O)N1[C@@H](CCC1)C(=O)O